(R)-1-(2,7-dichloro-8-fluoropyrido[4,3-d]pyrimidin-4-yl)piperidin-3-ol ClC=1N=C(C2=C(N1)C(=C(N=C2)Cl)F)N2C[C@@H](CCC2)O